8-(1-(((S)-tert-butylsulfinyl)amino)-3-(1,3-dioxan-2-yl)propyl)-6-chloro-3,4-Dihydroisoquinoline-2(1H)-carboxylate C(C)(C)(C)[S@](=O)NC(CCC1OCCCO1)C=1C=C(C=C2CCN(CC12)C(=O)[O-])Cl